amino (2S,3S)-3-[2-(3,4-dimethylbenzoyl)-3,4-dihydro-1H-isoquinolin-7-yl]-3-(1-ethyl-4-methyl-benzotriazol-5-yl)-2-methyl-propanoate CC=1C=C(C(=O)N2CC3=CC(=CC=C3CC2)[C@H]([C@@H](C(=O)ON)C)C2=C(C3=C(N(N=N3)CC)C=C2)C)C=CC1C